N-(2-chlorophenyl)-4-((2-((4-((1-(2-(4-(4-(2,6-dioxopiperidin-3-yl)phenyl)piperazin-1-yl)-2-oxoethyl)piperidin-4-yl)carbamoyl)phenyl)amino)-5-fluoropyrimidin-4-yl)amino)benzamide ClC1=C(C=CC=C1)NC(C1=CC=C(C=C1)NC1=NC(=NC=C1F)NC1=CC=C(C=C1)C(NC1CCN(CC1)CC(=O)N1CCN(CC1)C1=CC=C(C=C1)C1C(NC(CC1)=O)=O)=O)=O